2-(2-Aminopyridin-4-yl)-N-(6-(4-(hydroxymethyl)piperidin-1-yl)-2,2-dimethyl-2,3-dihydrobenzofuran-5-yl)oxazole-4-carboxylic acid amide NC1=NC=CC(=C1)C=1OC=C(N1)C(=O)NC=1C(=CC2=C(CC(O2)(C)C)C1)N1CCC(CC1)CO